FC=1C(=C(N2N=C(N=CC21)N[C@H]2[C@@H](COCC2)O)C2=NC=CC=C2)C#N 5-fluoro-2-(((3S,4R)-3-hydroxytetrahydro-2H-pyran-4-yl)amino)-7-(pyridin-2-yl)pyrrolo[2,1-f][1,2,4]triazine-6-carbonitrile